COC1=C(C=CC=C1)[N+](=O)[O-] 1-methoxy-2-nitro-benzene